ClC1=CC(=C2C(=N1)N(C=N2)C[C@H]2CC(NC2)=O)N2CCOCC2 (S)-4-((5-chloro-7-morpholino-3H-imidazo[4,5-b]pyridin-3-yl)methyl)pyrrolidin-2-one